ClC1=CC2=C(OC(CO2)C(=O)NC23CC(C2)(C3)N3N=CC(=C3)OCCOC(F)(F)F)C=C1Cl 6,7-dichloro-N-(3-{4-[2-(trifluoromethoxy)ethoxy]-1H-pyrazol-1-yl}bicyclo[1.1.1]pentan-1-yl)-2,3-dihydro-1,4-benzodioxine-2-carboxamide